C(C)(=O)N1CC(=CCC1)C1=CC(=C2C=C(NC2=C1F)C(N(C)C)=O)C1=CC(=C(C=C1Cl)N1CCN(CC1)C(=O)OC(C)(C)C)F Tert-butyl 4-(4-(6-(1-acetyl-1,2,5,6-tetrahydropyridin-3-yl)-2-(dimethylcarbamoyl)-7-fluoro-1H-indol-4-yl)-5-chloro-2-fluorophenyl)piperazine-1-carboxylate